C(C(C)C)C1=CC=C(C=C1)C(NC(=O)C=1C(NC(=CC1)C(F)(F)F)=O)C1=CC=CC=C1 N-((4-isobutylphenyl)(phenyl)methyl)-2-oxo-6-(trifluoromethyl)-1,2-dihydropyridine-3-carboxamide